CCCC/C=C\CCCCCCCC(=O)O[C@H](COC(=O)CCCCCCC/C=C\C/C=C\CCCC)COP(=O)(O)OC[C@H](CO)O 1-(9Z,12Z-heptadecadienoyl)-2-(9Z-tetradecenoyl)-glycero-3-phospho-(1'-sn-glycerol)